2-(1,4-dimethylpiperazin-2-yl)-5-((2R,5S)-5-methylpiperidin-2-yl)benzo[d]thiazole Hydrogen bromide Br.CN1C(CN(CC1)C)C=1SC2=C(N1)C=C(C=C2)[C@@H]2NC[C@H](CC2)C